2-(4-(2-hydroxypropan-2-yl)-1H-pyrazol-1-yl)benzonitrile OC(C)(C)C=1C=NN(C1)C1=C(C#N)C=CC=C1